(R)-1-(2-chlorobenzo[b]thiophen-6-yl)-N-((1R,2R)-1-(8-fluoro-2,3-dihydrobenzo[b][1,4]dioxin-6-yl)-1-hydroxy-3-(pyrrolidin-1-yl)propan-2-yl)pyrrolidine-3-carboxamide ClC1=CC2=C(S1)C=C(C=C2)N2C[C@@H](CC2)C(=O)N[C@@H]([C@H](O)C2=CC1=C(OCCO1)C(=C2)F)CN2CCCC2